3-(7-chloro-1-oxo-6-phenylisoindolin-2-yl)piperidine-2,6-dione ClC=1C(=CC=C2CN(C(C12)=O)C1C(NC(CC1)=O)=O)C1=CC=CC=C1